4-((3-(8-(((1R,2S,3S,5S)-2-fluoro-8-methyl-8-azabicyclo[3.2.1]octan-3-yl)amino)-3-((trifluoromethyl)thio)imidazo[1,2-a]pyridin-2-yl)prop-2-yn-1-yl)amino)-3-methoxy-N-methylbenzamide F[C@@H]1[C@H]2CC[C@@H](C[C@@H]1NC=1C=3N(C=CC1)C(=C(N3)C#CCNC3=C(C=C(C(=O)NC)C=C3)OC)SC(F)(F)F)N2C